3-(aminomethyl)benzenecarboximidamide dihydrochloride Cl.Cl.NCC=1C=C(C=CC1)C(N)=N